terpinyl anthranilate CC1=CCC(CC1)C(C)(C)OC(=O)C2=CC=CC=C2N